BrC1=C(C=C(C=C1C)Br)C 2,5-Dibromo-1,3-dimethylbenzene